O=C1NC(CCC1N1C(C2=CC=C(C=C2C1)NC(=O)C1=CC2=CC=C(C=C2C=C1)OC)=O)=O N-[2-(2,6-dioxopiperidin-3-yl)-1-oxo-3H-isoindol-5-yl]-6-methoxynaphthalene-2-carboxamide